1-hydroxyethyl-piperazine OC(C)N1CCNCC1